(E)-N-(7-(azetidin-1-yl)-3H-phenoxazin-3-ylidene)-N-methylethylammonium N1(CCC1)C=1C=C2OC3=C\C(\C=CC3=NC2=CC1)=[N+](/C)\CC